(2S)-benzyl 2-(3-amino-2,6-dichlorobenzamido)-3-(3-(4,4-dimethyl-1,2,3,4-tetrahydronaphthalen-1-yl)ureido)propanoate NC=1C(=C(C(=O)N[C@H](C(=O)OCC2=CC=CC=C2)CNC(=O)NC2CCC(C3=CC=CC=C23)(C)C)C(=CC1)Cl)Cl